di-toluyltartaric acid C1(=C(C=CC=C1)C(C(C(=O)O)(O)C1=C(C=CC=C1)C)(O)C(=O)O)C